O=C1NC(C2=CC(=CC=C12)OC1=CC=C(C=C1)NC(CSC1=CC=CC=C1)=O)=O N-(4-((1,3-dioxoisoindolin-5-yl)oxy)phenyl)-2-(phenylthio)acetamide